BrC1=CC=C(C=C1)C1=CC=C(C=C1)C1=CC=C(C=C1)Cl 4-bromo-4''-chloro-1,1':4',1''-terphenyl